4-Benzylidene-7-fluoro-6-methoxychroman C(C1=CC=CC=C1)=C1CCOC2=CC(=C(C=C12)OC)F